C(C(C)C)OC(=O)NC(=N)C1=CC=C(CNC([C@H](C)NC(=O)[C@@H]2N(C[C@H](C2)C2=CC=CC=C2)C(=O)OC(C)(C)C)=O)C=C1 tert-butyl (2R,4R)-2-(((S)-1-((4-(N-(isobutoxycarbonyl)carbamimidoyl)benzyl)amino)-1-oxopropan-2-yl)carbamoyl)-4-phenylpyrrolidine-1-carboxylate